C(C(CC)C(=O)N=C=O)(C(=O)N=C=O)(C(=O)N=C=O)C(=O)N=C=O butanetetracarboxylic acid, isocyanate